O[C@@H]1[C@H](C[C@@]2([C@H]3CC[C@@]4([C@H]([C@H](C[C@H]4[C@@H]3CC[C@H]2C1)[N+]1(CCCCC1)C)O)C)C)[N+]1(CCCCC1)C 1,1'-((2S,3S,5S,8R,9S,10S,13S,14S,16S,17R)-3,17-dihydroxy-10,13-dimethylhexadecahydro-1H-cyclopenta[a]phenanthrene-2,16-diyl)bis(1-methylpiperidin-1-ium)